(S)-1-cyano-N-(4-(6-isopropoxypyridin-2-yl)thiazol-2-yl)-N-methylpyrrolidine-2-carboxamide C(#N)N1[C@@H](CCC1)C(=O)N(C)C=1SC=C(N1)C1=NC(=CC=C1)OC(C)C